ethyl (3aR,8aR)-2-(4-((1H-indazol-5-yl)amino)-5-chloropyrimidin-2-yl)octahydropyrrolo[3,4-d]azepine-3a(1H)-carboxylate N1N=CC2=CC(=CC=C12)NC1=NC(=NC=C1Cl)N1C[C@@H]2CCNCC[C@@]2(C1)C(=O)OCC